[Si](C1=CC=CC=C1)(C1=CC=CC=C1)(C(C)(C)C)OC[C@@H](C(=O)O)OCC1=CC(=CC(=C1)F)C#N (S)-3-((tert-butyldiphenylsilyl)oxy)-2-((3-cyano-5-fluorobenzyl)oxy)propanoic acid